BrC1=C(C=C(NC2=CC=C(C=C2)F)C=C1)[N+](=O)[O-] 4-bromo-N-(4-fluorophenyl)-3-nitroaniline